NC=1C=C(C=C(C1)C(F)(F)F)[C@@H](C)NC(=O)C1=CN(C(C=C1)=O)C1=CC(=CC=C1)N[C@H](C(F)(F)F)C N-[(1R)-1-[3-amino-5-(trifluoromethyl)phenyl]ethyl]-6-oxo-1-{3-[((2S)-1,1,1-trifluoropropan-2-yl)amino]phenyl}-1,6-dihydropyridine-3-carboxamide